15-oxo-pentadecanon O=CCCCCCCCCCCCCC(C)=O